N1(C=NC=C1)C1=CC=C(CN(C2=CC(=NC=C2)COCCOC2=CC(=CC=C2)N(C)C)CC2=CC(=CC=C2)OC)C=C1 N-(4-(1H-imidazol-1-yl)benzyl)-2-((2-(3-(dimethylamino)phenoxy)ethoxy)methyl)-N-(3-methoxybenzyl)pyridin-4-amine